2-[3-ethylsulfonyl-6-(trifluoromethyl)imidazo[1,2-a]pyridin-2-yl]-3-methyl-6-(trifluoromethyl)imidazo[4,5-B]pyridine C(C)S(=O)(=O)C1=C(N=C2N1C=C(C=C2)C(F)(F)F)C2=NC=1C(=NC=C(C1)C(F)(F)F)N2C